N,N-dimethyl-{4-[6-amino-5-(p-chlorophenyl)-4-pyrimidinyl]-1H-pyrazol-1-yl}phenylacetamide CN(C(C(C1=CC=CC=C1)N1N=CC(=C1)C1=NC=NC(=C1C1=CC=C(C=C1)Cl)N)=O)C